FC(C(=O)[O-])(F)F.COC1=NC=2N(C(=C1)C)C(=NN2)C2CC(CCC2)[NH3+] 3-(7-methoxy-5-methyl-[1,2,4]triazolo[4,3-a]pyrimidin-3-yl)cyclohexan-1-aminium 2,2,2-trifluoroacetate